(4-cyclopropylphenyl)bicyclo[2.2.2]octane-1-carbaldehyde C1(CC1)C1=CC=C(C=C1)C1C2(CCC(C1)CC2)C=O